COC=1C=C(CN2C(C=CC(=C2)C2=NC(=NC(=C2)C(F)(F)F)S(=O)(=O)C)=O)C=CC1OC 1-(3,4-dimethoxybenzyl)-5-(2-(methylsulfonyl)-6-(trifluoromethyl)pyrimidin-4-yl)pyridin-2(1H)-one